FC(C1=C(C=CC(=C1)C(F)(F)F)C1C(N(C2=C(CC1)C=C(C=C2)F)CC#CC=2N=NC(=CC2)N2CCOCC2)=O)(F)F 3-[2,4-bis(trifluoromethyl)phenyl]-7-fluoro-1-{3-[6-(1,4-oxazinan-4-yl)-1,2-diazin-3-yl]prop-2-ynyl}-2,3,4,5-tetrahydro-1H-1-benzoazepine-2-One